CN1CCN(CC1)C=1C=C(C=CC1)NC(C)=O N-(3-(4-methylpiperazin-1-yl)phenyl)acetamide